N-(2-Methoxy-5-(4-(trifluoromethyl)phenoxy)phenyl)-5-oxo-1-(4-oxoazetidine-2-carbonyl)pyrrolidine-2-carboxamide COC1=C(C=C(C=C1)OC1=CC=C(C=C1)C(F)(F)F)NC(=O)C1N(C(CC1)=O)C(=O)C1NC(C1)=O